ClC1=CC=C(C=N1)CNC1=CC=CC=C1 N-((6-chloropyridin-3-yl)methyl)aniline